2-(2-oxopyrrolidin-1-yl)butyramide O=C1N(CCC1)C(C(=O)N)CC